C1(CC1)C(C(=O)O)C1=CC=C(C=C1)C1(COCC1)NC(=O)C=1N(C2=CC(=C(C(=C2C1)Cl)Cl)OC)C (±)-2-Cyclopropyl-2-(4-(3-(4,5-dichloro-6-methoxy-1-methyl-1H-indole-2-carboxamido)tetrahydrofuran-3-yl)phenyl)acetic acid